FC(C1=NN=C(S1)C1=CN=C2N1C=C(C=C2N2C[C@@H](O[C@@H](C2)C)C(=O)NC)S(NC2(CC2)C)(=O)=O)F |o1:18,20| rel-(2R,6R)-4-(3-(5-(difluoromethyl)-1,3,4-thiadiazol-2-yl)-6-(N-(1-methylcyclopropyl)sulfamoyl)imidazo[1,2-a]pyridin-8-yl)-N,6-dimethylmorpholine-2-carboxamide